N1C=NC(=C1)C1=CC=C(C=C1)CC(=O)N [4-(1H-imidazol-4-yl)phenyl]acetamide